N[C@H](C(=O)N1[C@@H]([C@H]2C([C@H]2C1)(C)C)C(=O)O)C(COC)(C)C (1R,2S,5S)-3-((S)-2-amino-4-methoxy-3,3-dimethylbutanoyl)-6,6-dimethyl-3-azabicyclo[3.1.0]hexane-2-carboxylic acid